FC1=CC(=C(C=C1)C1CCN(CC1)C(=O)C1=NNC=2CN(CCC21)C(C)=O)C(F)(F)F 1-(3-(4-(4-fluoro-2-(trifluoromethyl)phenyl)piperidin-1-carbonyl)-1,4,5,7-tetrahydro-6H-pyrazolo[3,4-c]pyridin-6-yl)ethan-1-one